3-(1-oxo-5-(6-(trifluoromethyl)pyridin-2-yl)isoindolin-2-yl)piperidine-2,6-dione O=C1N(CC2=CC(=CC=C12)C1=NC(=CC=C1)C(F)(F)F)C1C(NC(CC1)=O)=O